tert-Butyl 4-((4-(trifluoromethyl)phenyl)carbamoyl)piperidine-1-carboxylate FC(C1=CC=C(C=C1)NC(=O)C1CCN(CC1)C(=O)OC(C)(C)C)(F)F